[Si](C1=CC=CC=C1)(C1=CC=CC=C1)(C(C)(C)C)OCCCN1C(OCC2=C1N=C(N=C2Cl)Cl)C 1-(3-((tert-Butyldiphenylsilyl)oxy)propyl)-5,7-dichloro-2-methyl-2,4-dihydro-1H-pyrimido[4,5-d][1,3]oxazine